5-(2-(trifluoromethyl)phenyl)-1H-imidazol FC(C1=C(C=CC=C1)C1=CN=CN1)(F)F